C1(CCCC1)SC1=NC(=CC(=N1)C(=O)N1C[C@H]([C@@H](CC1)N1CC2=CC=CC=C2CC1)O)NC1CCNCC1 (2-(cyclopentylthio)-6-(piperidin-4-ylamino)pyrimidin-4-yl)((3R,4R)-4-(3,4-dihydroisoquinolin-2(1H)-yl)-3-hydroxypiperidin-1-yl)methanone